F[C@@H]1[C@H]2CC[C@@H](C[C@@H]1N(C1=CC=C(N=N1)C1=C(C=C3C=CN=CC3=C1)O)C)N2C 7-(6-(((1R,2R,3S,5S)-2-fluoro-8-methyl-8-azabicyclo[3.2.1]octan-3-yl)(methyl)amino)pyridazin-3-yl)isoquinolin-6-ol